4'-(tert-butyl)-3,4-dimethoxy-1,1'-biphenyl C(C)(C)(C)C1=CC=C(C=C1)C1=CC(=C(C=C1)OC)OC